Cl.NCC12CCC(CC1)(CC2)C#N 4-(aminomethyl)bicyclo[2.2.2]octane-1-carbonitrile, hydrochloride salt